CN1C=NC=C1N1N=C2CCC(CC2=C1)N1CCN(CC1)C 2-(1-methyl-1H-imidazol-5-yl)-5-(4-methylpiperazin-1-yl)-4,5,6,7-tetrahydro-2H-indazole